The molecule is an aromatic ether comprised of phenetole substituted at C-2 and C-4 by nitro groups. It is an aromatic ether and a C-nitro compound. CCOC1=C(C=C(C=C1)[N+](=O)[O-])[N+](=O)[O-]